N-(7-chloro-6-(1-((3R,4R)-4-hydroxy-3-methyltetrahydrofuran-3-yl)piperidin-4-yl)isoquinolin-3-yl)-2-(1,3-dimethyl-1H-pyrazol-4-yl)acetamide ClC1=C(C=C2C=C(N=CC2=C1)NC(CC=1C(=NN(C1)C)C)=O)C1CCN(CC1)[C@@]1(COC[C@@H]1O)C